amino-5-bromo-6-chloropyridinecarbonitrile 2-benzyl-2-azaspiro[3.3]heptan-6-yl-(2R,6S)-4-{5-[(2R)-2-hydroxypropoxy]pyrimidin-2-yl}-2,6-dimethyl-piperazine-1-carboxylate C(C1=CC=CC=C1)N1CC2(C1)CC(C2)OC(=O)N2[C@@H](CN(C[C@@H]2C)C2=NC=C(C=N2)OC[C@@H](C)O)C.NC=2C(=NC(=C(C2)Br)Cl)C#N